2-[2-(aminomethyl)-3,3-difluoro-allyl]-4-[[5-(6-methoxy-3-pyridyl)-2-thienyl]methyl]-1,2,4-triazol-3-one NCC(CN1N=CN(C1=O)CC=1SC(=CC1)C=1C=NC(=CC1)OC)=C(F)F